BrC1=CC(=C(C=C1)S(=O)(=O)N[C@H](C(=O)O)[C@H](C)C1=C(C(=CC=C1F)C)C)C#N (2s,3r)-2-(4-bromo-2-cyanophenylsulfonylamino)-3-(6-fluoro-2,3-dimethylphenyl)butyric acid